(S)-1-(3-((4-methyl-6-((5-methylthiazol-2-yl)amino)pyridin-2-yl)amino)piperidin-1-yl)prop-2-en-1-one CC1=CC(=NC(=C1)NC=1SC(=CN1)C)N[C@@H]1CN(CCC1)C(C=C)=O